O[C@@]1(C(N(CC1)C)=O)C1=CC(=NO1)C=1C=C(C=CC1)C1=CC=C(C(=N1)C(=O)N)NC (R)-6-(3-(5-(3-Hydroxy-1-methyl-2-oxopyrrolidin-3-yl)isoxazol-3-yl)phenyl)-3-(methylamino)picolinamide